C1(=CC=CC2=CC=CC=C12)CC(=O)O.C1(=CC=CC2=CC=CC=C12)CC(=O)N 2-(naphthalen-1-yl)acetamide (2-(naphthalene-1-yl) acetate)